BrC=1C=C2C=C(NC2=CC1)C(=O)NNC(/C=C/C1=CCN(C=C1)CCCCCCC)=O (E)-4-(3-(2-(5-bromo-1H-indole-2-carbonyl)hydrazino)-3-oxoprop-1-en-1-yl)-1-heptylpyridine